FC(F)(F)OC(F)(F)F trifluoromethyl ether